NC(CO)C1=CC=CC2=CC=CC=C12 2-amino-2-(naphthalen-1-yl)ethan-1-ol